(1R,2R)-1-phenyl-2-(pyridin-4-ylmethyl)cyclohexanol tert-butyl-1,7-diazaspiro[3.5]nonane-1-carboxylate C(C)(C)(C)C1N(C2(C1)CCNCC2)C(=O)O[C@]2([C@H](CCCC2)CC2=CC=NC=C2)C2=CC=CC=C2